ethyl 1-(4-(5-(chlorodifluoromethyl)-1,2,4-oxadiazol-3-yl)benzyl)-1H-pyrazole-4-carboxylate ClC(C1=NC(=NO1)C1=CC=C(CN2N=CC(=C2)C(=O)OCC)C=C1)(F)F